N-(3-fluoro-4-methyl-7-methylene-8-oxo-5,6,7,8-tetrahydronaphthalen-1-yl)acetamide FC=1C=C(C=2C(C(CCC2C1C)=C)=O)NC(C)=O